(6-bromo-5-fluoro-2-methoxy-3-pyridinyl)-bis(p-anisoyl)amine BrC1=C(C=C(C(=N1)OC)N(C(C1=CC=C(C=C1)OC)=O)C(C1=CC=C(C=C1)OC)=O)F